C1(=CC=CC=C1)COC([C@@H](N)C)=O (S)-alanine phenylmethyl ester